(R)-2-fluoro-5-((4-(methyl-d3)morpholin-2-yl)methoxy)-3-(5-methylthiazol-2-yl)benzene FC1=CC=C(C=C1C=1SC(=CN1)C)OC[C@H]1CN(CCO1)C([2H])([2H])[2H]